C(#N)CN1N=C2C(N(C(C=C2N2C[C@H](N(C[C@@H]2CC)C(C)C2=C(C(=C(C=C2)NC(C)=O)O)F)CC)=O)C)=C1 N-(4-(1-((2R,5S)-4-(2-(cyanomethyl)-4-methyl-5-oxo-4,5-dihydro-2H-pyrazolo[4,3-b]pyridin-7-yl)-2,5-diethylpiperazin-1-yl)ethyl)-3-fluoro-2-hydroxyphenyl)acetamide